C(#N)C=1C=C(C=CC1F)NC(N(C(C)C1=CNC(C2=CC=CC=C12)=O)C)=O 3-(3-cyano-4-fluorophenyl)-1-methyl-1-(1-(1-oxo-1,2-dihydroisoquinolin-4-yl)ethyl)urea